methyl-4-amino-3-(diethoxyphosphoryl)benzoate COC(C1=CC(=C(C=C1)N)P(=O)(OCC)OCC)=O